N-{[4-(quinoline-3-sulfonyl)phenyl]methyl}furo[2,3-c]pyridine-2-carboxamide N1=CC(=CC2=CC=CC=C12)S(=O)(=O)C1=CC=C(C=C1)CNC(=O)C1=CC=2C(=CN=CC2)O1